NC1=C(C(=NC=N1)C1=C(C(=NC=C1)N1C(C2=CC=3CC(CC3N2CC1)(C)C)=O)CO)OC[C@H]1NCCC1 10-(4-[6-amino-5-[(2S)-pyrrolidin-2-ylmethoxy]pyrimidin-4-yl]-3-(hydroxymethyl)pyridin-2-yl)-4,4-dimethyl-1,10-diazatricyclo[6.4.0.0^[2,6]]dodeca-2(6),7-dien-9-one